C1(CC1)NC(C1=C(C=C(C(=C1)C=1C=NN(C1)C1=CN=C2N1C=C(C=C2)C2CCN(CC2)C2COC2)C)F)=O N-cyclopropyl-2-fluoro-4-methyl-5-(1-{6-[1-(oxetan-3-yl)piperidin-4-yl]imidazo[1,2-a]pyridin-3-yl}-1H-pyrazol-4-yl)benzamide